9,11,14-octadecatrienoic acid C(CCCCCCCC=CC=CCC=CCCC)(=O)O